N-(4-cyanobenzyl)-1-((R)-2-(1-fluorocyclopropane-1-amido)-3-methyl-3-(tritylthio)butanoyl)-4-hydroxypyrrolidine-2-carboxamide C(#N)C1=CC=C(CNC(=O)C2N(CC(C2)O)C([C@H](C(C)(SC(C2=CC=CC=C2)(C2=CC=CC=C2)C2=CC=CC=C2)C)NC(=O)C2(CC2)F)=O)C=C1